CN([C@@H]1C(=C(C([C@]2(C(=C3C(C4=C(C(=CC=C4[C@@H](C3[C@@H](C12)O)C)NC(CCCCCCCCCCCCCCC)=O)O)=O)O)O)=O)C(=O)N)O)C (4S,5S,6R,12aS)-4-(dimethylamino)-9-(hexadecanoylamino)-3,5,10,12,12a-pentahydroxy-6-methyl-1,11-dioxo-4a,5,5a,6-tetrahydro-4H-tetracene-2-carboxamide